O=C1N(C(C=C1)=O)[C@H](C(=O)NCCCCCC1C(CC1)(C(=O)N)C(=O)N)CO (5-((S)-2-(2,5-dioxo-2,5-dihydro-1H-pyrrol-1-yl)-3-hydroxypropanamido)pentyl)cyclobutane-1,1-dicarboxamide